(1S,2S)-2-fluoro-N-(6-(6-fluoro-5-methyl-7-(trifluoromethyl)-1H-indazol-4-yl)imidazo[1,2-a]pyrazin-2-yl)cyclopropane-1-carboxamide F[C@@H]1[C@@H](C1)C(=O)NC=1N=C2N(C=C(N=C2)C2=C3C=NNC3=C(C(=C2C)F)C(F)(F)F)C1